1-(1-chloropropyl)-4-(methoxy-d3)benzene ClC(CC)C1=CC=C(C=C1)OC([2H])([2H])[2H]